ethoxy-3-mercaptopropionat C(C)OC(C(=O)[O-])CS